CN1CCOC2(CNC2)C1 8-methyl-5-oxa-2,8-diazaspiro[3.5]nonan